BrC1=C(C=C2C(=NC(=NC2=C1F)OC[C@]12CCCN2C[C@@H](C1)F)N1C[C@H]2CC[C@@H](C1)N2C(=O)OC(C)(C)C)C2CC2 tert-butyl (1R,5S)-3-(7-bromo-6-cyclopropyl-8-fluoro-2-(((2R,7aS)-2-fluorotetrahydro-1H-pyrrolizin-7a(5H)-yl)methoxy)quinazolin-4-yl)-3,8-diazabicyclo[3.2.1]octane-8-carboxylate